ethyl p-mercaptophenylacetate SC1=CC=C(C=C1)CC(=O)OCC